C(C(C)C)(=O)N1[C@H](CNCC1)C(F)(F)F (R)-4-isobutyryl-3-(trifluoromethyl)piperazin